8-cyclopropyl-N-[(5-fluoro-1H-benzimidazol-2-yl)methyl]-2-(methylsulfanyl)pyrazolo[1,5-a][1,3,5]triazin-4-amine C1(CC1)C=1C=NN2C1N=C(N=C2NCC2=NC1=C(N2)C=CC(=C1)F)SC